3-((4-((5-Cyclopropyl-3-(3,5-dichloropyridin-4-yl)isoxazol-4-yl)methoxy)bicyclo[2.2.2]octan-1-yl)methoxy)-1-methyl-1H-pyrazol C1(CC1)C1=C(C(=NO1)C1=C(C=NC=C1Cl)Cl)COC12CCC(CC1)(CC2)COC2=NN(C=C2)C